C.CNP(OC1=C(C=C(C=C1)C(C)(C)C)Cl)(OCOC(CN(C)C)COC1=C(C=CC=C1)CCC1=CC(=CC=C1)OC)=O 4-(tert-butyl)-2-chlorophenyl (((1-(dimethylamino)-3-(2-(3-methoxyphenethyl) phenoxy)propan-2-yl)oxy)methyl) methylphosphoramidate compound with methane